C(#N)C=1N=CC(=NC1C=1C=NN(C1)C)N1C[C@H](N(CC1)C(=O)NCC1CC1)C (2R)-4-[5-cyano-6-(1-methyl-1H-pyrazol-4-yl)pyrazin-2-yl]-N-(cyclopropylmethyl)-2-methylpiperazine-1-carboxamide